C(#N)C=1C(=NC(=C(C1CC)C#N)N1C[C@H](CC1)O)SC(C(=O)N)C1=CC=CC=C1 2-((3,5-dicyano-4-ethyl-6-((S)-3-hydroxypyrrolidin-1-yl)pyridin-2-yl)sulfanyl)-2-phenylacetamide